(1aR,5aR)-2-(2,4-Difluoro-phenyl)-1a,2,5,5a-tetrahydro-1H-2,3-diaza-cyclopropa[a]pentalene-4-carboxylic acid (3-cyano-5-methyl-pyridin-2-yl)-amide C(#N)C=1C(=NC=C(C1)C)NC(=O)C=1C=2C[C@@H]3[C@H](C2N(N1)C1=C(C=C(C=C1)F)F)C3